N[C@H]1CS(C2=C(N(C1=O)CC1=CC=C(C=C1)OC1=CC=CC=C1)C=C(C(=C2)F)C=2OC(=NN2)C(C)(C)C)(=O)=O (3R)-3-amino-7-(5-tert-butyl-1,3,4-oxadiazol-2-yl)-8-fluoro-1,1-dioxo-5-[(4-phenoxyphenyl)methyl]-2,3-dihydro-1lambda6,5-benzothiazepin-4-one